(E)-6-(3-furyl)-4-[3-(trifluoromethyl)phenyl]aminoquinoline O1C=C(C=C1)C=1C=C2C(=CC=NC2=CC1)NC1=CC(=CC=C1)C(F)(F)F